F\C(\C(=O)NC=1C=C2C(=NC=NC2=CC1OC)NC1=C(C=CC(=C1)C=1OC=CC1)OC)=C\[C@H]1N(CCC1)C (S,E)-2-fluoro-N-(4-((5-(furan-2-yl)-2-methoxyphenyl)amino)-7-methoxy-quinazolin-6-yl)-3-(1-methyl-pyrrolidin-2-yl)acrylamide